3-hydroxy-2-[4-(trifluoromethyl)phenyl]methylpropanenitrile OCC(C#N)CC1=CC=C(C=C1)C(F)(F)F